C1(=CC=CC=C1)NC=1C=C(N(N1)COCC[Si](C)(C)C)C(=O)OCC ethyl 5-(phenylamino)-2-{[2-(trimethylsilyl)ethoxy]methyl}pyrazole-3-carboxylate